(3R,4S)-N-(2,3-difluorophenyl)-2-oxo-4-[4-(trifluoromethyl)phenyl]-3-piperidinecarboxamide FC1=C(C=CC=C1F)NC(=O)[C@H]1C(NCC[C@@H]1C1=CC=C(C=C1)C(F)(F)F)=O